C1=CC=CC=2C3=CC=CC=C3C(C12)COC(=O)N[C@@H](CCCCNC(C1=CC=CC=C1)(C1=CC=CC=C1)C1=CC=C(C=C1)OC)C(=O)O N-[(9H-fluoren-9-ylmethoxy)carbonyl]-N'-[(4-methoxyphenyl)diphenylmethyl]-L-lysine